epoxypropyl-epoxycyclohexane Gadolinium 2,2',2''-(10-{2-[(carboxymethyl)(benzyl)amino]-2-oxoethyl}-1,4,7,10-tetra-azacyclododecane-1,4,7-triyl)triacetate C(=O)(O)CN(C(CN1CCN(CCN(CCN(CC1)CC(=O)[O-])CC(=O)[O-])CC(=O)[O-])=O)CC1=CC=CC=C1.[Gd+3].C(CC)C1C23C(CCC1)(O2)O3